N-monomethyl-formamide CNC=O